1-(2-fluoro-3-trifluoromethoxy-benzyl)-3-spiro[3.3]hept-2-yl-urea FC1=C(CNC(=O)NC2CC3(C2)CCC3)C=CC=C1OC(F)(F)F